NC1=C(C2=C(C=CC=C2C=C1S(=O)(=O)O)O)OCCCS(=O)(=O)O 2-amino-1-(3-sulfopropoxy)-8-hydroxy-naphthalene-3-sulfonic acid